NCC(O)(C1(CC1)F)C1=CC(=C(C(=N1)C1=CC=C(C=C1)F)F)C(C)(C)O (-)-2-(6-(2-amino-1-(1-fluorocyclopropyl)-1-hydroxyethyl)-3-fluoro-2-(4-fluorophenyl)pyridin-4-yl)propan-2-ol